ClC1=CC=C(C=C1)C=1N=C2C(=NC1)N=C(S2)C2=NC(=CC(=C2C(=O)N)C2=CC(=NC=C2OC)C#N)C (6-(4-chlorophenyl)thiazolo[4,5-b]pyrazin-2-yl)-2'-cyano-5'-methoxy-6-methyl-[4,4'-bipyridine]-3-carboxamide